O1C(CC=CC1)CNC(=O)C1CN(C1)C1=CC(=C2C(C(=CN(C2=N1)C1=NC=NS1)C(=O)O)=O)C 7-{3-[(3,6-dihydro-2H-pyran-2-ylmethyl)carbamoyl]azetidin-1-yl}-5-methyl-4-oxo-1-(1,2,4-thiadiazol-5-yl)-1,4-dihydro-1,8-naphthyridine-3-carboxylic acid